(R)-6-(4-aminophenyl)-5-methyl-4,5-dihydropyridazin-3(2H)-one NC1=CC=C(C=C1)C=1[C@@H](CC(NN1)=O)C